thiazolidine-4-one S1CNC(C1)=O